C(C#C)C1S(OCCC1)(=O)=O 3-prop-2-ynyl-[1,2]oxathiane 2,2-dioxide